NC1=C(N=C2N1C=CC(=C2C2=C(N=NC(=C2)OC)OC)F)C(=O)NCCC 3-Amino-8-(3,6-dimethoxypyridazin-4-yl)-7-fluoro-N-propylimidazo[1,2-a]pyridine-2-carboxamide